ClC=1C=C(C=CC1OC)NS(=O)(=O)C=1C=C2NC(C(NC2=CC1C)=O)=O N-(3-chloro-4-methoxyphenyl)-7-methyl-2,3-dioxo-1,4-dihydroquinoxaline-6-sulfonamide